N-{4-[3-anilino-5-methyl-4-oxo-7-(2,2,2-trifluoroethyl)-4,5,6,7-tetrahydro-1H-pyrrolo[3,2-c]pyridin-2-yl]pyridin-2-yl}-4,4-difluoro-2-(4-fluorophenyl)butanamide N(C1=CC=CC=C1)C1=C(NC2=C1C(N(CC2CC(F)(F)F)C)=O)C2=CC(=NC=C2)NC(C(CC(F)F)C2=CC=C(C=C2)F)=O